Piperidone ethylene ketal C1CCNC2(C1)OCCO2